phenyl N-[6-[5-[(1S)-1-[[6-chloro-8-(trifluoromethyl)quinazolin-4-yl]-methyl-amino]ethyl]-1,2,4-triazol-1-yl]pyrimidin-4-yl]-N-methyl-carbamate ClC=1C=C2C(=NC=NC2=C(C1)C(F)(F)F)N([C@@H](C)C1=NC=NN1C1=CC(=NC=N1)N(C(OC1=CC=CC=C1)=O)C)C